(R)-(2-([1,1'-biphenyl]-4-ylmethoxy)-3-(octadecyloxy)propoxy)(tert-butyl)dimethylsilane C1(=CC=C(C=C1)CO[C@@H](CO[Si](C)(C)C(C)(C)C)COCCCCCCCCCCCCCCCCCC)C1=CC=CC=C1